(R)-3-methoxy-2-(4-methylpiperazin-1-yl)propionic acid dihydrochloride Cl.Cl.COC[C@H](C(=O)O)N1CCN(CC1)C